COC(=O)C12N(CC(C1)(C2)CO)C(=O)OC(C)(C)C Boc-4-hydroxymethyl-2-azabicyclo[2.1.1]Hexane-1-carboxylic acid methyl ester